trans-4,5-dichloro-2-[4-[[6-(trifluoromethoxy)-3-pyridyl]amino]cyclohexyl]pyridazin-3-one ClC=1C(N(N=CC1Cl)[C@@H]1CC[C@H](CC1)NC=1C=NC(=CC1)OC(F)(F)F)=O